(S)-2-[4-(1,1-difluoro-2-hydroxypropan-2-yl)phenyl]-4-[2-(2,2,2-trifluoroethoxy)phenyl]-2,3-dihydro-1H-pyrrolo[3,4-c]pyridin-1-one FC([C@@](C)(O)C1=CC=C(C=C1)N1CC=2C(=NC=CC2C1=O)C1=C(C=CC=C1)OCC(F)(F)F)F